C(C)(C)(C)N(C(=O)C=1C2=C(N(N1)C1=CC(=CC(=C1)Cl)Cl)C=1C=C(C(=CC1CS2)OC)C=2C=NC=C(C2)C(N)=O)C N-tert-butyl-8-(5-carbamoyl-3-pyridyl)-1-(3,5-dichlorophenyl)-7-methoxy-N-methyl-5H-isothiochromeno[4,3-c]pyrazole-3-carboxamide